[Si](C1=CC=CC=C1)(C1=CC=CC=C1)(C(C)(C)C)OC[C@]1([S@@](C[C@@H]2OC(O[C@H]21)(C)C)=O)CO (3aR,4R,5R,6aR)-4-(((tert-butyldiphenylsilyl)oxy)methyl)-4-(hydroxymethyl)-2,2-dimethyltetrahydrothieno[3,4-d][1,3]dioxole 5-oxide